methyl 4-[3-methyl-1-(oxan-2-yl)pyrazol-4-yl]benzoate CC1=NN(C=C1C1=CC=C(C(=O)OC)C=C1)C1OCCCC1